N1-(4-cyclopropyl-3-(pyrrolidin-2-yl)phenyl)-N1,N2,N2-trimethylethane-1,2-diamine C1(CC1)C1=C(C=C(C=C1)N(CCN(C)C)C)C1NCCC1